C1(CC1)C=1OC=2N=C3N(C(C2N1)=O)CCCC3 2-cyclopropyl-5,6,7,8-tetrahydro-10H-oxazolo[5,4-d]pyrido[1,2-a]pyrimidin-10-one